1-(5-((3-((4'-chloro-5,5-dimethyl-3,4,5,6-tetrahydro-[1,1'-biphenyl]-2-yl)methyl)-3,8-diazabicyclo[3.2.1]octane-8-yl)methyl)-1-oxoisoindolin-2-yl)dihydropyrimidine-2,4(1h,3h)-dione ClC1=CC=C(C=C1)C1=C(CCC(C1)(C)C)CN1CC2CCC(C1)N2CC=2C=C1CN(C(C1=CC2)=O)N2C(NC(CC2)=O)=O